BrC1=NC(=C(C2=C1CC(C2)C(=O)OC)C)OC[C@H]2N(CC2)C(=O)OC(C)(C)C Methyl 1-bromo-4-methyl-3-[[(2S)-1-[(2-methylpropan-2-yl)oxycarbonyl]azetidin-2-yl]methoxy]-6,7-dihydro-5H-cyclopenta[c]pyridine-6-carboxylate